5-[4-[[4-[5-chloro-1-methyl-4-(trifluoromethyl)imidazol-2-yl]-3-fluoro-phenyl]methoxy]pyrimidin-2-yl]-4-cyclopropyl-6-methoxy-pyrimidine ClC1=C(N=C(N1C)C1=C(C=C(C=C1)COC1=NC(=NC=C1)C=1C(=NC=NC1OC)C1CC1)F)C(F)(F)F